tert-Butyl 4-chloro-3H-spiro[furo[3,4-c]pyridine-1,3'-piperidine]-1'-carboxylate ClC1=NC=CC2=C1COC21CN(CCC1)C(=O)OC(C)(C)C